C(#N)C(C=1C=NC=C2C=CC=NC12)NC([C@H](CC1CC1)NC(=O)C=1NC2=C(C=CC=C2C1)F)=O N-[(1S)-2-[[cyano(1,6-naphthyridin-8-yl)methyl]amino]-1-(cyclopropylmethyl)-2-oxo-ethyl]-7-fluoro-1H-indole-2-carboxamide